3-((3-Methyl-4-(4-methylpiperidin-1-yl)phenyl)amino)cyclobutane-1-carbohydrazide CC=1C=C(C=CC1N1CCC(CC1)C)NC1CC(C1)C(=O)NN